4-[3-chloro-6-(3-formylphenyl)-2-quinolinyl]piperazine-1-carboxylic acid tert-butyl ester C(C)(C)(C)OC(=O)N1CCN(CC1)C1=NC2=CC=C(C=C2C=C1Cl)C1=CC(=CC=C1)C=O